C(C)(C)(C)OC(=O)N1CCC(CC1)OCCOS(=O)(=O)C 4-(2-((methylsulfonyl)oxy)ethoxy)piperidine-1-carboxylic acid tert-butyl ester